BrC=1C=CC2=C(C3=C(O2)C=CC=C3C3=NC(=NC(=N3)C3=CC=CC=C3)C3=CC=CC=C3)C1 2-(8-bromodibenzofuran-1-yl)-4,6-diphenyl-[1,3,5]triazine